2-((4-(dimethylphosphoryl)-2-methoxyphenyl)amino)-4-(isopropylamino)-7H-pyrrolo[2,3-d]pyrimidine-5-carbonitrile CP(=O)(C)C1=CC(=C(C=C1)NC=1N=C(C2=C(N1)NC=C2C#N)NC(C)C)OC